CC1=C(C(=NC=C1)C)C trimethyl-pyridin